3-iodo-5-methyl-1-p-toluenesulfonyl-1H-indole IC1=CN(C2=CC=C(C=C12)C)S(=O)(=O)C1=CC=C(C)C=C1